C=1(C=CC2CC=CC=CC12)[Fe]C=1C=CC2CC=CC=CC12 bis(3a,4-dihydroazulenyl)iron(II)